tert-Butyl (2R,5S)-4-(6-chloro-2-(3-(dimethylamino)azetidin-1-yl)-8-fluoro-7-(3-iodo-5-methyl-1H-indazol-4-yl)quinazolin-4-yl)-2,5-dimethylpiperazine-1-carboxylate ClC=1C=C2C(=NC(=NC2=C(C1C1=C2C(=NNC2=CC=C1C)I)F)N1CC(C1)N(C)C)N1C[C@H](N(C[C@@H]1C)C(=O)OC(C)(C)C)C